C(C1=CC=CC=C1)OC1=CC(=C(C=C1C)C1=C(C=C(C(=C1)C)OC)C1(CCCC1)O)F 1-(4'-(Benzyloxy)-2'-fluoro-4-methoxy-5,5'-dimethyl-[1,1'-biphenyl]-2-yl)cyclopentan-1-ol